FC(CC[SiH3])(C(C(C(C(C(F)(F)F)(F)F)(F)F)(F)F)(F)F)F (3,3,4,4,5,5,6,6,7,7,8,8,8-tridecafluoro-1-octyl)silane